C(C)(C)(C)OC(=O)N1CCC(=CC1)C=1C=C2C(=CNC2=CC1)CC 4-(3-Ethyl-1H-indol-5-yl)-3,6-dihydropyridine-1(2H)-carboxylic acid tert-butyl ester